N-[[3-nitro-4-[[(tetrahydro-2H-pyran-4-yl)methyl]amino]phenyl]sulfonyl]-2-(1H-pyrrolo[2,3-b]pyridin-5-yloxy)benzamide [N+](=O)([O-])C=1C=C(C=CC1NCC1CCOCC1)S(=O)(=O)NC(C1=C(C=CC=C1)OC=1C=C2C(=NC1)NC=C2)=O